FC=1C(=C2C(=NC(=NN2C1)N[C@@H]1[C@H](CN(CC1)C1COC1)F)OC)C=1C=CC2=C(N(N=N2)[C@@H](CF)C)C1 6-fluoro-N-((3S,4S)-3-fluoro-1-(oxetan-3-yl)piperidin-4-yl)-5-(1-((R)-1-fluoropropan-2-yl)-1H-benzo[d][1,2,3]triazol-6-yl)-4-methoxypyrrolo[2,1-f][1,2,4]triazin-2-amine